(2,3-dihydroxy-1-propoxymethyl)guanine OC(COCNC=1NC(C=2NC=NC2N1)=O)CO